CS(=O)(=O)C=1SC=C(N1)C=1N=CNC(C1)=O 4-(2-methanesulfonyl-1,3-thiazol-4-yl)-6-oxo-1,6-dihydropyrimidin